ClC1=CC=CC(=N1)C1=NC(=NC(=N1)NC1CC(CC1)(F)F)NC1CC(CC1)(F)F 6-(6-Chloropyridin-2-yl)-N2,N4-bis(3,3-difluorocyclopentyl)-1,3,5-triazine-2,4-diamine